5-[(3,3-Difluorocyclobutyl)oxy]pyridine-3-carboxylic acid FC1(CC(C1)OC=1C=C(C=NC1)C(=O)O)F